COC=1C(=NC(=CC1)C1(CCOCC1)C)S(=O)(=O)NC(=O)C1=NC2=C(C=CC(=C2C=C1)C1=NC=CC=C1)C N-((3-methoxy-6-(4-methyltetrahydro-2H-pyran-4-yl)pyridin-2-yl)sulfonyl)-8-methyl-5-(pyridin-2-yl)quinoline-2-carboxamide